OC1=C(C(=C(C=2OC3=C(C=CC(=C3C(C12)=O)O)O)CC=C(C)C)O)CC=C(C)C 1,3,5,8-tetrahydroxy-2,4-bis(3-methyl-2-butenyl)-9H-xanthen-9-one